N-(2-Hydroxyethyl)acrylamid OCCNC(C=C)=O